3-((2s,3s)-1-(7,8-dichloro-4-(1H-imidazol-1-yl)quinolin-2-yl)-3-hydroxypyrrolidine-2-carboxamido)propionic acid methyl ester COC(CCNC(=O)[C@H]1N(CC[C@@H]1O)C1=NC2=C(C(=CC=C2C(=C1)N1C=NC=C1)Cl)Cl)=O